N[C@H](C[Se]C)C(=[Se])O (R)-selenomethylselenocysteine